1-(4-(2-ethyl-3-(6-methoxypyridin-3-yl)-1-tosyl-1H-pyrrolo[2,3-b]pyridin-5-yl)benzyl)piperidin-3-ol C(C)C1=C(C=2C(=NC=C(C2)C2=CC=C(CN3CC(CCC3)O)C=C2)N1S(=O)(=O)C1=CC=C(C)C=C1)C=1C=NC(=CC1)OC